norbornyl-ethylene C12(CCC(CC1)C2)C=C